ClC1=C(C(=O)OOC(C2=C(C=C(C=C2)Cl)Cl)=O)C=CC(=C1)Cl di(2,4-dichlorobenzoyl) peroxide